azepin-3(4H)-one hydrochloride Cl.N=1CC(CC=CC1)=O